2-(2-isopropylphenyl)-7-methyl-9-(4-(1-methyl-1H-imidazol-2-yl)benzyl)-7,9-dihydro-8H-purin-8-one C(C)(C)C1=C(C=CC=C1)C1=NC=C2N(C(N(C2=N1)CC1=CC=C(C=C1)C=1N(C=CN1)C)=O)C